S-phenyldiphenylthiophosphonate C1(=CC=CC=C1)S(=P([O-])([O-])C1=CC=CC=C1)C1=CC=CC=C1